C(=O)(O)C1=CC=C(C=C1)O p-carboxyl-phenol